[Cl-].[Cl-].N1(CCCC1)[Ti+2]C1C=CC2=CC=CC=C12 pyrrolidinyl-indenyl-titanium dichloride